ferrocenyl-propylamine [C-]1(C=CC=C1)NCCC.[CH-]1C=CC=C1.[Fe+2]